ClC1=C(C=C(C=C1)F)C1NC(C=2C=3N(C=C(C21)C2=C(C(=O)N)C=C(C=C2F)C(F)(F)F)C=NC3)=O (7-(2-chloro-5-fluorophenyl)-9-oxo-8,9-dihydro-7H-imidazo[1,5-a]pyrrolo[3,4-c]pyridin-6-yl)-3-fluoro-5-(trifluoromethyl)benzamide